FC1=C(C=CC(=C1)CO)NC(=O)[C@H](C)NC(=O)[C@H](C(C)C)NC(OC(C)(C)C)=O tert-butyl N-[(1S)-1-{[(1S)-1-{[2-fluoro-4-(hydroxymethyl)phenyl]carbamoyl}ethyl]carbamoyl}-2-methylpropyl]carbamate